2-(3-cyanophenyl)-3-(2,6-dimethyl-4-pyridinyl)-N-[(2-oxo-4-piperidinyl)methyl]pyrazolo[1,5-a]pyrimidine-5-carboxamide C(#N)C=1C=C(C=CC1)C1=NN2C(N=C(C=C2)C(=O)NCC2CC(NCC2)=O)=C1C1=CC(=NC(=C1)C)C